7-((1R,5S,6r)-6-(1-isopropyl-3-(5-(trifluoromethyl)pyridin-3-yl)-1H-pyrazol-5-yl)bicyclo[3.1.0]hexan-3-yl)-2-thia-7-azaspiro[4.4]nonane 2,2-dioxide C(C)(C)N1N=C(C=C1C1[C@H]2CC(C[C@@H]12)N1CC2(CCS(C2)(=O)=O)CC1)C=1C=NC=C(C1)C(F)(F)F